FC=1C(=NC=CC1)N1N=CC(=C1)C=1N=C(C2=C(N1)OC(=C2C(=O)N)C)NC2(CC2)C [1-(3-fluoropyridin-2-yl)-1H-pyrazol-4-yl]-6-methyl-4-[(1-methylcyclopropyl)amino]furo[2,3-d]pyrimidine-5-carboxamide